COC=1C=2N(C=C(C1)C1=CC3=C(N(C(N3)=O)[C@H]3CN(CCC3)C(=O)OC(C)(C)C)C=C1C(F)(F)F)N=CN2 tert-butyl (R)-3-(5-(8-methoxy-[1,2,4]triazolo[1,5-a]pyridin-6-yl)-2-oxo-6-(trifluoromethyl)2,3-dihydro-1H-benzo[d]imidazol-1-yl)piperidine-1-carboxylate